((4,6-dimethyl-2-oxo-1,2-dihydropyridin-3-yl)methyl)-3-(ethyl-(tetrahydro-2H-pyran-4-yl)amino)-2-methyl-5-(N-methylvinylsulfonamido)benzamide CC1=C(C(NC(=C1)C)=O)CC1=C(C(=C(C(=O)N)C=C1N(S(=O)(=O)C=C)C)C)N(C1CCOCC1)CC